BrC1=CC=C(C=C1)C(C)C=1N=C(SC1)NC(=O)NCC1=CC=C(C=C1)N1CCNCC1 1-(4-(1-(4-bromophenyl)ethyl)thiazol-2-yl)-3-(4-(piperazin-1-yl)benzyl)urea